P(=O)(OC1=C(C=CC=C1)C(C)(C)C)(OC1=C(C=CC=C1)C(C)(C)C)OC1=CC=CC=C1 Bis-(t-butylphenyl) phenyl phosphate